ClCC(=O)NC(C(C(=O)O)(N)N)C chloroacetamido-diaminobutyric acid